methylOxadiazole CC1=CON=N1